6-[(2R)-2-methyl-3-{[(5R)-5-methyl-5,6,7,8-tetrahydroquinolin-4-yl]oxy}propyl]-6,7-dihydro-2H-dispiro[[1,3]dioxolo[4,5-f]isoindol-5,1'-cyclohexane-4',4''-imidazolidine]-2'',5''-dione C[C@H](CN1CC=2C=C3C(=CC2C12CCC1(NC(NC1=O)=O)CC2)OCO3)COC3=CC=NC=2CCC[C@H](C32)C